(S)-4-((4-(1,3-dimethyl-1H-pyrazol-4-yl)-2-(4-(methoxycarbonyl)phenyl)piperidine-1-yl)methyl)-5-methoxy-7-methyl-1H-indole-1-carboxylic acid tert-butyl ester C(C)(C)(C)OC(=O)N1C=CC2=C(C(=CC(=C12)C)OC)CN1[C@@H](CC(CC1)C=1C(=NN(C1)C)C)C1=CC=C(C=C1)C(=O)OC